ClC=1C(=NC(=NC1)NC=1C=CC2=C(NN=C2C1)C)NC1=C(C=CC=C1)CNS(=O)=O N-(2-((5-chloro-2-((3-methyl-2H-indazol-6-yl)amino)pyrimidin-4-yl)amino)phenyl)methylsulfonamide